4-(3-(3-fluoro-4-(4-methylpiperazin-1-yl)phenyl)-2-methyl-3H-imidazo[4,5-b]pyridin-5-yl)pyridin FC=1C=C(C=CC1N1CCN(CC1)C)N1C(=NC=2C1=NC(=CC2)C2=CC=NC=C2)C